C(C)(C)(C)OC(=O)N1CCN(CCC1)C=1C=NC(=CC1)NC=1N=CC2=C(N1)N(C(C(=C2C)C(=C)OCC)=O)C2CCCC2 4-{6-[8-cyclopentyl-6-(1-ethoxy-vinyl)-5-methyl-7-oxo-7,8-dihydro-pyrido[2,3-d]Pyrimidin-2-ylamino]-pyridin-3-yl}-[1,4]Diazepan-1-carboxylic acid tert-butyl ester